methyl-7-(2-((6-methyl-5,6,7,8-tetrahydro-1,6-naphthyridin-3-yl)amino)-5,8-dihydropyrido[3,4-d]pyrimidin-7(6H)-yl)-1H-pyrido[2,3-b][1,4]oxazin-2(3H)-one CN1C2=C(OCC1=O)N=CC(=C2)N2CC=1N=C(N=CC1CC2)NC=2C=NC=1CCN(CC1C2)C